4-(2,5-Diazabicyclo[2.2.2]octan-2-yl)-7-(8-ethynyl-7-fluoro-3-hydroxynaphthalen-1-yl)-2-((tetrahydro-1H-pyrrolizin-7a(5H)-yl)methoxy)pyrimido[4,5-d]pyridazin-8(7H)-one C12N(CC(NC1)CC2)C2=NC(=NC=1C(N(N=CC12)C1=CC(=CC2=CC=C(C(=C12)C#C)F)O)=O)OCC12CCCN2CCC1